C(C)(C)(C)OC(=O)NCC#CC=1C(=CSC1)C(=O)OC methyl 4-(3-((tert-butoxycarbonyl) amino)-1-propynyl)-3-thiophenecarboxylate